4-(2-hydroxyethyl)-3-methyl-1H-pyrazol-5-ol OCCC=1C(=NNC1O)C